C(C)(=O)O[C@H]1[C@H](O[C@H]([C@@H]([C@H]1OC(C)=O)NC(C)=O)N(C(=O)C=1C=CC=C2C=CC=NC12)CC(=O)NC(C)(C)C)COC(C)=O (2R,3R,4R,5R,6R)-5-acetamido-2-(acetoxymethyl)-6-(N-(2-(tert-butylamino)-2-oxoethyl)quinoline-8-carboxamido)tetrahydro-2H-pyran-3,4-diyl diacetate